C1(CC1)C1=C(C(=NO1)C1=C(C=CC=C1Cl)Cl)COC1CCN(CC1)C=1C=C(SC1)C#N 4-(4-((5-cyclopropyl-3-(2,6-dichlorophenyl)isoxazol-4-yl)methoxy)piperidin-1-yl)thiophene-2-carbonitrile